IC1=CC=C(C=C1)C1(CC(NC1)=O)C 4-(4-iodophenyl)-4-methylpyrrolidin-2-one